manganese silicon-vanadium nitrogen [N].[V].[Si].[Mn]